ClC1=NC=C(C(=N1)N[C@H](CN)CC(C)C)C#CC(OCC)OCC (2S)-N2-[2-chloro-5-(3,3-diethoxyprop-1-ynyl)pyrimidin-4-yl]-4-methyl-pentan-1,2-diamine